(E)-3-(3-chloro-4-fluorophenyl)-1-phenyl-5-styryl-1H-pyrazole-4-carboxylic acid ethyl ester C(C)OC(=O)C=1C(=NN(C1\C=C\C1=CC=CC=C1)C1=CC=CC=C1)C1=CC(=C(C=C1)F)Cl